7-chloro-4-(prop-2-yn-1-ylamino)-1-(pyrazin-2-yl)quinazolin-2(1H)-one ClC1=CC=C2C(=NC(N(C2=C1)C1=NC=CN=C1)=O)NCC#C